C(C(=O)O)(=O)O.C1OCC12CCNCC2 2-oxa-7-azaspiro[3.5]nonane oxalic acid salt